tert-Butyl-3-[4-[[1-[3-[1,3-benzodioxol-5-yl(methyl)carbamoyl]phenyl]-3-(trifluoromethyl)-6,7-dihydro-4H-pyrazolo[4,3-c]pyridin-5-yl]sulfonyl]-3,5-dimethylpyrazol-1-yl]propanoat C(C)(C)(C)OC(CCN1N=C(C(=C1C)S(=O)(=O)N1CC2=C(CC1)N(N=C2C(F)(F)F)C2=CC(=CC=C2)C(N(C)C2=CC1=C(OCO1)C=C2)=O)C)=O